ClC=1C(=NC(=NC1)NC1=C(C=C(C(=C1)C)N1CCN(CC1)C)OC)NC=1C(=NC=CC1)N1C(CCCC1)=O 1-(3-((5-chloro-2-((2-methoxy-5-methyl-4-(4-methylpiperazin-1-yl)phenyl)amino)pyrimidin-4-yl)amino)pyridin-2-yl)piperidin-2-one